C1(=CC=C(C=C1)C1=NC(=NC(=N1)C1=CC=CC=C1)C=1C=C(C=C(C1)B1OC(C(O1)(C)C)(C)C)C1=CC=C(C=C1)C1=CC=CC=C1)C1=CC=CC=C1 2-(4-biphenylyl)-4-phenyl-6-[5-(4,4,5,5-tetramethyl-1,3,2-dioxaborolan-2-yl)-1,1':4',1''-terphenyl-3-yl]-1,3,5-triazine